FC(CC1=C(C=CC=C1F)NC(=S)C1=C(CCNC1=O)NCC1=C(C=NC=C1)OC[C@@H]1CN(CCO1)C(=O)OC(C)(C)C)F tert-butyl (2S)-2-{[(4-{[(5-{[2-(2,2-difluoroethyl)-3-fluorophenyl]carbamothioyl}-6-oxo-1,2,3,6-tetrahydropyridin-4-yl)amino]methyl}pyridin-3-yl)oxy]methyl}morpholine-4-carboxylate